O1C(=NCC1)C1=CC=C(N)C=C1 4-(4,5-dihydro-2-oxazolyl)aniline